NC1=C(C=C2C=C(C=NC2=N1)C(=O)N(CC1=NC=C(C=C1)C(F)(F)F)[C@H](CC)C1=NC=CC=N1)Br 7-amino-6-bromo-N-((1R)-1-(2-pyrimidinyl)propyl)-N-((5-(trifluoromethyl)-2-pyridinyl)methyl)-1,8-naphthyridine-3-carboxamide